NC(CC1(C(N(CC1)CC1=CC=C(C=C1)OC)=O)C1=NN=C(O1)C1=NC=CC=C1N(C(OC(C)(C)C)=O)C1=CC=C(C=C1)C(F)(F)F)=O tert-butyl (2-(5-(3-(2-amino-2-oxoethyl)-1-(4-methoxybenzyl)-2-oxopyrrolidin-3-yl)-1,3,4-oxadiazol-2-yl)pyridin-3-yl)(4-(trifluoromethyl)phenyl)-carbamate